(3S)-N-[2-cyano-6-(4-isopropylpiperazin-1-yl)phenyl]-3-methyl-3-phenylpyrrolidine-1-carboxamide C(#N)C1=C(C(=CC=C1)N1CCN(CC1)C(C)C)NC(=O)N1C[C@@](CC1)(C1=CC=CC=C1)C